C1=CC=CC=2C3=CC=CC=C3C(C12)COC(=O)N1CC(CC(C1)N)(F)F 5-amino-3,3-difluoro-piperidine-1-carboxylic acid 9H-fluoren-9-ylmethyl ester